6-((1-Fluorocyclopropyl)ethynyl)-N2,N4-bis((R)-1,1,1-trifluoropropan-2-yl)-1,3,5-triazine-2,4-diamine FC1(CC1)C#CC1=NC(=NC(=N1)N[C@@H](C(F)(F)F)C)N[C@@H](C(F)(F)F)C